C(#CC#C)S(=O)(=O)[O-] buta-1,3-diyne-1-sulfonate